BrC1=CC2=C(C=C1)C1=CC=C(C=C1C21C2=CC=CC=C2OC=2C=CC=CC12)Br 2,7-dibromospiro[9H-fluorene-9,9'-[9H]xanthene]